(tert-butoxycarbonyl)-L-alanine 2,5-dioxopyrrolidin-1-yl ester O=C1N(C(CC1)=O)OC([C@@H](NC(=O)OC(C)(C)C)C)=O